NC1=CC(=NO1)C1CCN(CC1)C(=O)C=1NC2=CC(=CC=C2C1)Cl (4-(5-aminoisoxazol-3-yl)piperidin-1-yl)(6-chloro-1H-indol-2-yl)methanone